(R)-5-(1-(tert-butoxycarbonyl)-N-methylpiperidine-2-carboxamido)-2-methylbenzoic acid C(C)(C)(C)OC(=O)N1[C@H](CCCC1)C(=O)N(C)C=1C=CC(=C(C(=O)O)C1)C